8-Bromo-2-((1-methylpiperidin-4-yl)amino)-4-((4-phenoxyphenyl)amino)pyrido[4,3-D]pyrimidin-5(6H)-one BrC1=CNC(C2=C1N=C(N=C2NC2=CC=C(C=C2)OC2=CC=CC=C2)NC2CCN(CC2)C)=O